BrC1=CC(=C(C=C1C)CC=1N(C2=C(N1)C(=CC(=C2)C(=O)OCC)F)C[C@H]2OCC2)F Ethyl 2-[(4-bromo-2-fluoro-5-methyl-phenyl)methyl]-7-fluoro-3-[[(2S)-oxetan-2-yl]methyl]benzimidazole-5-carboxylate